tert-butyl (2R,6S)-4-(5,7-dichloro-1,8-naphthyridin-3-yl)-2,6-dimethylpiperazine-1-carboxylate ClC1=C2C=C(C=NC2=NC(=C1)Cl)N1C[C@H](N([C@H](C1)C)C(=O)OC(C)(C)C)C